2-(tributyl-λ4-stannanyl)pyridine tert-butyl-(S)-((3'-chloro-2'-(2-chloro-3-(5-formylpicolinamido)phenyl)-6-methoxy-[2,4'-bipyridin]-5-yl)methyl)((5-oxopyrrolidin-2-yl)methyl)carbamate C(C)(C)(C)OC(N(C[C@H]1NC(CC1)=O)CC=1C=CC(=NC1OC)C1=C(C(=NC=C1)C1=C(C(=CC=C1)NC(C1=NC=C(C=C1)C=O)=O)Cl)Cl)=O.C(CCC)[Sn](C1=NC=CC=C1)(CCCC)CCCC